C(C)(C)C=1C(NC2=CC=CC=C2N1)=O 3-isopropylquinoxalin-2(1H)-one